ClC1=C(C=CC=C1C=1C(=C(C=NC1)C1=NC(=C(C=C1)CNC[C@@H](C)O)OC)Cl)NC(=O)C=1C(N(C(N(C1)C)=O)C)=O (R)-N-(2-chloro-3-(4'-chloro-5-(((2-hydroxypropyl)amino)methyl)-6-methoxy-[2,3'-bipyridin]-5'-yl)phenyl)-1,3-dimethyl-2,4-dioxo-1,2,3,4-tetrahydropyrimidine-5-carboxamide